FC1=C(C=CC(=C1)N1N=CC=C1)N1N=C(C(C(=C1)OC)=O)C1=CC=NN1C1=CC=CC=C1 1-[2-Fluoro-4-(1H-Pyrazol-1-yl)phenyl]-5-methoxy-3-(1-phenyl-1H-pyrazol-5-yl)pyridazin-4(1H)-on